6-(4,6-diphenyl-1,3,5-triazin-2-yl)-9-phenyl-1-(pyridine-3-yl)-9H-carbazole C1(=CC=CC=C1)C1=NC(=NC(=N1)C1=CC=CC=C1)C=1C=C2C=3C=CC=C(C3N(C2=CC1)C1=CC=CC=C1)C=1C=NC=CC1